tert-butyl 3-[[4-bromo-2-(trifluoromethyl)phenyl]methylene]azetidine-1-carboxylate BrC1=CC(=C(C=C1)C=C1CN(C1)C(=O)OC(C)(C)C)C(F)(F)F